C(C)SC1=C(SC2=C1OC=C2)C(=O)O 6-(ethylsulfanyl)thieno[3,2-b]furan-5-carboxylic acid